FC1=C(C=CC=C1C1=NC(=NC=C1)OC1=CC(=C(C=C1)F)OC)O 2-fluoro-3-[2-(4-fluoro-3-methoxyphenoxy)pyrimidin-4-yl]phenol